C(C1=CC=CC=C1)OC(=O)N(CC(=O)O)CC 2-{[(benzyloxy)carbonyl](ethyl)amino}acetic acid